FC=1C=NC(=NC1)C(C)C1CNCC1 5-fluoro-2-(1-(pyrrolidin-3-yl)ethyl)pyrimidine